1,3,5-trihydroxyethylbenzene OC(C)C1=CC(=CC(=C1)O)O